C1=C(C=CC2=CC=CC=C12)CN1C(C=C(C=C1)C(=O)NN)=O 1-(Naphthalen-2-ylmethyl)-2-oxo-1,2-dihydropyridine-4-carbohydrazide